Cl.N[C@H]1C[C@H](CCC1)C(=O)NC=1N=CC2=C(N1)C(=NC(=C2)C=C)NC(C)C (1S,3R)-3-amino-N-(8-(isopropylamino)-6-vinylpyrido[3,4-d]pyrimidin-2-yl)cyclohexane-1-carboxamide Hydrochloride